ClC1=NC(=CC(=C1)C=C)C 2-chloro-6-methyl-4-vinylpyridine